ClC1=C(C=CC=C1C1C(NC(CC1)=O)=O)C1=CC(=C(C=C1)CC=1OC=CN1)F 3-(2-chloro-3'-fluoro-4'-(oxazol-2-ylmethyl)-[1,1'-biphenyl]-3-yl)piperidine-2,6-dione